N-(4-(6,6-dimethyl-7-oxo-7,8-dihydro-6H-pyrimido[5,4-b][1,4]oxazin-4-yl)-2-fluorobenzyl)sulfamide hydrochloride Cl.CC1(C(NC2=C(O1)C(=NC=N2)C2=CC(=C(CNS(=O)(=O)N)C=C2)F)=O)C